6-(4-(3-((5,6-Difluoro-4-oxo-3,4-dihydrophthalazin-1-yl)methyl)benzoyl)piperazin-1-yl)nicotinonitrile FC1=C2C(NN=C(C2=CC=C1F)CC=1C=C(C(=O)N2CCN(CC2)C2=NC=C(C#N)C=C2)C=CC1)=O